C(C)(C)(C)C(COCCOCC#CC=1C=C2C3=C(N(C2=CC1)C1C(NC(CC1)=O)=O)N=CC=C3)NC([O-])=O 1-tert-butyl(2-(2-((3-(9-(2,6-dioxopiperidin-3-yl)-9H-pyrido[2,3-b]indol-6-yl) prop-2-yn-1-yl)oxy)ethoxy)ethyl)carbamate